3,7,11-trimethyldodec-1-ene CC(C=C)CCCC(CCCC(C)C)C